6-[5-(2-aminoethyl)-5-methyl-2-oxo-oxazolidin-3-yl]-4H-pyrazino[2,3-b][1,4]oxazin-3-one NCCC1(CN(C(O1)=O)C1=NC2=C(OCC(N2)=O)N=C1)C